BrC=1C=CC(=NC1OCC1=C(C=C(C=C1)Cl)F)C1=CC(=C(C=2CCOC21)CC2=NC1=C(N2C[C@H]2OCC2)C=C(C=C1OC)C(=O)O)F (S)-2-((7-(5-bromo-6-((4-chloro-2-fluorobenzyl)oxy)pyridin-2-yl)-5-fluoro-2,3-dihydrobenzofuran-4-yl)methyl)-4-methoxy-1-(oxetan-2-ylmethyl)-1H-benzo[d]imidazole-6-carboxylic acid